(2S)-2-amino-3-methoxypropanoate hydrochloride Cl.N[C@H](C(=O)O)COC